CC1=C(C(NC2=NC=CC=C12)=O)C(C=CC1=CC=C(C=C1)C)=O 4-methyl-3-(3-(p-tolyl)acryloyl)-1,8-naphthyridin-2(1H)-one